C(CCC1=CC(OC)=C(O)C=C1)(=O)OC\C=C\C1=CC(OC)=C(O)C(OC)=C1 sinapyl dihydroferulate